tert-butyl 4-(4-chloro-6-pyrrolidin-1-ylpyrimidin-2-yl)-1,4-diazepane-1-carboxylate ClC1=NC(=NC(=C1)N1CCCC1)N1CCN(CCC1)C(=O)OC(C)(C)C